C(CCCCCCC)[Sn](CCCCCCCC)CCCCCCCC Trioctyltin